5-{4-[4-(3,5-dimethylpyridin-2-yl)piperazine-1-carbonyl]-2-fluorophenyl}-5-methylimidazolidine-2,4-dione CC=1C(=NC=C(C1)C)N1CCN(CC1)C(=O)C1=CC(=C(C=C1)C1(C(NC(N1)=O)=O)C)F